CC(C(C=CC)=O)CC 5-METHYLHEPT-2-EN-4-ON